2-(7-cyclopropylimidazo[1,2-a]pyridin-8-yl)-5-propylbenzene-1,3-diol C1(CC1)C1=C(C=2N(C=C1)C=CN2)C2=C(C=C(C=C2O)CCC)O